N-((5'H,7'H-spiro[cyclopropane-1,4'-thieno[2,3-c]pyran]-7'-yl)methyl)ethanamine S1C=CC2=C1C(OCC21CC1)CNCC